C(C)OC=1C=C(C=2N(C1)N=C1C2C=NN1)B1OC(C(O1)(C)C)(C)C 6-ethoxy-4-(4,4,5,5-tetramethyl-1,3,2-dioxaborolan-2-yl)-1H-pyrazolo[3',4':3,4]Pyrazolo[1,5-a]Pyridine